sodium beta-D-mannonate O[C@]1([C@@H](O)[C@@H](O)[C@H](O)[C@H](O1)CO)C[O-].[Na+]